C123CCCCCCC1(C=C2)C3 tricyclo[6.2.1.01,8]Undeca-9-en